ClC1=CC=C(C=C1)C1(CN(CC1)C(=O)OCC1=CC=CC=C1)NS(=O)(=O)C=1C=NC(=CC1)OC(C)C benzyl 3-(4-chlorophenyl)-3-[(6-isopropoxy-3-pyridyl)sulfonylamino]pyrrolidine-1-carboxylate